NC1=C(C=CC(=N1)C1N(CCC(C1)(F)F)CC1=C2C=CN(C2=C(C=C1OC)C)C(=O)OC(C)(C)C)C(=O)OC tert-Butyl 4-((2-(6-amino-5-(methoxycarbonyl)pyridin-2-yl)-4,4-difluoropiperidin-1-yl)methyl)-5-methoxy-7-methyl-1H-indole-1-carboxylate